Methyl 7-amino-4-(tetrahydrofuran-3-yl)-3,4-dihydro-2H-benzo[b][1,4]oxazine-6-carboxylate NC=1C(=CC2=C(OCCN2C2COCC2)C1)C(=O)OC